FC1(OC2=C(O1)C=CC=C2B(O)O)F (2,2-difluorobenzo[d][1,3]dioxol-4-yl)boronic acid